ClC1=C(C=C(C=C1F)C=1N=NN(C1)[C@@H]1[C@H]([C@@H](SC=2C(=NC=C(C2)C)C#N)O[C@@H]([C@@H]1O)CO)OC)F 2-Cyano-5-methylpyridin-3-yl 3-[4-(4-chloro-3,5-difluorophenyl)-1H-1,2,3-triazol-1-yl]-3-deoxy-2-O-methyl-1-thio-α-D-galactopyranoside